bis(chloromethyl)-2,2'-bipyridine ClCC1=C(C(=NC=C1)C1=NC=CC=C1)CCl